4-(2-hydroxypyrimidin-5-yl)-2H-thiochromen-7-yl pivalate C(C(C)(C)C)(=O)OC1=CC=C2C(=CCSC2=C1)C=1C=NC(=NC1)O